P1(=O)(OC(CO1)F)[O-] 1-fluoroethylene phosphate